C1=NC=CC2=C(C=CC=C12)OC[C@H]1CN(C[C@@H]1C1=CC=CC=C1)C(=O)OC(C)(C)C tert-Butyl (3R,4S)-3-(isoquinolin-5-yloxy-methyl)-4-phenylpyrrolidine-1-carboxylate